dichloro-phenoxyacetic acid ClC(C(=O)O)(OC1=CC=CC=C1)Cl